(3S,4r,5R)-3,4,5-trihydroxypiperidin O[C@H]1CNC[C@H](C1O)O